BrC1=CN=C(C(=N1)C(C(C(CC)=O)N1CCN([C@H]2CC[C@H]12)C(=O)OC(C)(C)C)=O)NCC1=CC=C(C=C1)OC tert-butyl (1S,6S)-5-(1-(6-bromo-3-((4-methoxybenzyl)amino) pyrazin-2-yl)-1,3-dioxopentan-2-yl)-2,5-diazabicyclo[4.2.0]octane-2-carboxylate